CC1=NC=CC=C1C 2,3-dimethylpyridine